O[C@@H](C\C=C/CC)C=1N=NN(C1/C=C/[C@@H]1[C@@H](OC(O1)(C)C)C\C=C/CCC(=O)OC)C methyl (Z)-6-((4S,5R)-5-((E)-2-(4-((S,Z)-1-hydroxyhex-3-en-1-yl)-1-methyl-1H-1,2,3-triazol-5-yl)vinyl)-2,2-dimethyl-1,3-dioxolan-4-yl)hex-4-enoate